COCC(=O)N1CCN(CC1)C1=NC2=C(C=C(C=C2C(N1C)=O)C)C(C)NC1=C(C(=O)O)C=CC=C1 2-((1-(2-(4-(2-methoxyacetyl)piperazin-1-yl)-3,6-dimethyl-4-oxo-3,4-dihydroquinazolin-8-yl)ethyl)amino)benzoic acid